2-(3-hydroxypyrrolidin-1-yl)ethan-1-one OC1CN(CC1)CC=O